ClC=1N=CC2=C(N1)N(C=C2Cl)C[C@@H](COC2=NN(C(=C2[N+](=O)[O-])C)C2CCC(CC2)OC)C 2,5-dichloro-7-((S)-3-((1-((1r,4S)-4-methoxycyclohexyl)-5-methyl-4-nitro-1H-pyrazol-3-yl)oxy)-2-methylpropyl)-7H-pyrrolo[2,3-d]pyrimidine